β,7β-hydroxy-5β-cholanic acid O[C@@H]1[C@H]2[C@@H]3CC[C@H]([C@@H](CCC(=O)O)C)[C@]3(CC[C@@H]2[C@]2(CCCC[C@H]2C1)C)C